(S)-2-((tert-butoxycarbonyl)amino)-4-((2,2-difluoro-3-methoxypropyl)(4-(5,6,7,8-tetrahydro-1,8-naphthyridin-2-yl)butyl)amino)butanoic acid C(C)(C)(C)OC(=O)N[C@H](C(=O)O)CCN(CCCCC1=NC=2NCCCC2C=C1)CC(COC)(F)F